5-cyano-N-[2-(4,4-dimethylcyclohexen-1-yl)-6-[1,5-diisopropyl-8-oxabicyclo[3.2.1]octa-2,6-dien-3-yl]-3-pyridyl]-1H-imidazole-2-carboxamide C(#N)C1=CN=C(N1)C(=O)NC=1C(=NC(=CC1)C1=CC2(C=CC(C1)(O2)C(C)C)C(C)C)C2=CCC(CC2)(C)C